Ethyl 4-(((tert-butyldiphenylsilyl)oxy)methyl)-2-(1H-indol-2-yl)-3-methylbenzo[b]thiophene-6-carboxylate [Si](C1=CC=CC=C1)(C1=CC=CC=C1)(C(C)(C)C)OCC1=CC(=CC=2SC(=C(C21)C)C=2NC1=CC=CC=C1C2)C(=O)OCC